C1(=CC=C(C=C1)C1=NC(=NC(=N1)Cl)Cl)C1=CC=CC=C1 2-[1,1'-biphenyl]-4-yl-4,6-dichloro-1,3,5-triazine